acryloxytridecylbromodimethylsilane C(C=C)(=O)OCCCCCCCCCCCCC[Si](C)(C)Br